Cl.N1=CC(=CC=C1)C=1C=C2CCO[C@@H](C2=CC1)CNC(OC(C)(C)C)=O (S)-tert-Butyl (6-(pyridin-3-yl)isochroman-1-yl)methylcarbamate hydrochloride salt